OCCC(CCCCCCCCCCCCCCC(=O)[N-]CCCO)OC(CCCCCCCCCCCCCCC)=O hydroxyethyl-palmitoyloxyhydroxypropyl-palmitoyl-amide